Octynecarboxylic acid methyl ester COC(=O)C#CCCCCCC